2-methyl-4[3H]quinazolinone CC1=NC2=CC=CC=C2C(N1)=O